8-(3-aminophenyl)-7-methyl-N-(4-morpholinylphenyl)quinazolin-2-amine NC=1C=C(C=CC1)C=1C(=CC=C2C=NC(=NC12)NC1=CC=C(C=C1)N1CCOCC1)C